C(C)(C)(C)C=1C=C2C=CC(=NC2=CC1)CC#N 2-(6-t-butylquinolin-2-yl)acetonitrile